[In].[Sn].[Zn].[Al].OC1(CCOCC1)C(=O)N1CC2=C(C=C(C=C2CC1)C=1C=C2C(=NC1)NC=C2C)[C@H]2NCCC2 (S)-(4-hydroxytetrahydro-2H-pyran-4-yl)(6-(3-methyl-1H-pyrrolo[2,3-B]pyridin-5-yl)-8-(pyrrolidin-2-yl)-3,4-dihydroisoquinolin-2(1H)-yl)methanone aluminum zinc tin indium